2-azacyclohexaborane B1NBBBB1